CC(C(C(NC(O)=O)C1=CC=CC=C1)NC(O)=O)C 3-methyl-1-phenylbutane-1,2-diyldicarbamic acid